4-chloro-1-(3-(pyridin-2-yl)benzyl)-1H-imidazo[4,5-c]Quinolin-2(3H)-one ClC1=NC=2C=CC=CC2C2=C1NC(N2CC2=CC(=CC=C2)C2=NC=CC=C2)=O